3β-acetamido-5α-hydroxy-6β-[2-(1H-imidazol-4-yl)ethylamino]cholestane C(C)(=O)N[C@@H]1C[C@@]2([C@@H](C[C@H]3[C@@H]4CC[C@H]([C@@H](CCCC(C)C)C)[C@]4(CC[C@@H]3[C@]2(CC1)C)C)NCCC=1N=CNC1)O